ClCC1=CC=C(CNC=2C=C(N=NC2)NC(=O)[C@@H]2[C@H](C2)C2=CC(=CC=C2)Cl)C=C1 |r| rac-(1S*,2S*)-N-(5-((4-(chloromethyl)benzyl)amino)pyridazin-3-yl)-2-(3-chlorophenyl)cyclopropane-1-carboxamide